FC1=CC(=CC=2C=COC21)C2=NC=C(C=C2C2=CC=C1C(=CNC1=C2)C(=O)O)COC(F)(F)F 6-(2-(7-fluorobenzofuran-5-yl)-5-((trifluoromethoxy)methyl)pyridin-3-yl)-1H-indole-3-carboxylic acid